4,4a,5,9b-tetrahydro-2,4-dimethylindeno[1,2-d]-m-dioxine CC1OC(C2C(O1)C1=CC=CC=C1C2)C